C(CC(O)(C(=O)[O-])CC(=O)[O-])(=O)[O-].C(CC(O)(C(=O)[O-])CC(=O)[O-])(=O)[O-].[Ca+2].[Ca+2].[Ca+2] Tricalcium dicitrate